2,2'-(1,3-phenylene)bis-(2-oxazoline) C1(=CC(=CC=C1)C=1OCCN1)C=1OCCN1